2-(4-Piperidyl)ethyl 2-[1-(2,6-dioxo-3-piperidyl)-3-methyl-2-oxo-benzimidazol-5-yl]acetate O=C1NC(CCC1N1C(N(C2=C1C=CC(=C2)CC(=O)OCCC2CCNCC2)C)=O)=O